(1R,2R)-2-fluoro-N-(6-{2-[(4-methyl-6-propanoylpyridin-3-yl)amino]pyridin-3-yl}pyrimidin-4-yl)cyclopropane-1-carboxamide F[C@H]1[C@H](C1)C(=O)NC1=NC=NC(=C1)C=1C(=NC=CC1)NC=1C=NC(=CC1C)C(CC)=O